C(C)OCOC1=C(C(=CC(=C1)F)C)B1OC(C(O1)(C)C)(C)C 2-(2-(Ethoxymethoxy)-4-fluoro-6-methylphenyl)-4,4,5,5-tetramethyl-1,3,2-dioxaborolane